2-[3-bromo-4-(difluoromethoxy)phenyl]acetic acid BrC=1C=C(C=CC1OC(F)F)CC(=O)O